tetravinyl-cyclotetrasiloxane C(=C)[SiH]1O[SiH](O[SiH](O[SiH](O1)C=C)C=C)C=C